(R)-N-(4-(4-morpholino-7H-pyrrolo[2,3-d]pyrimidin-6-yl)phenyl)-4-((3-(2-((3-(trifluoromethyl)azetidin-1-yl)methyl)acrylamido)piperidin-1-yl)methyl)picolinamide O1CCN(CC1)C=1C2=C(N=CN1)NC(=C2)C2=CC=C(C=C2)NC(C2=NC=CC(=C2)CN2C[C@@H](CCC2)NC(C(=C)CN2CC(C2)C(F)(F)F)=O)=O